C1(CC1)NC1=NC=NC(=C1)OC N-cyclopropyl-6-methoxypyrimidin-4-amine